CN1N=CC(=C1C1=CC(=NC(=C1)N1[C@@H](COCC1)C)NC1=CC(=NN1)C)C (R)-4-(1,4-dimethyl-1H-pyrazol-5-yl)-N-(3-methyl-1H-pyrazol-5-yl)-6-(3-methylmorpholino)pyridin-2-amine